[Pd].[Pd].C(C1=CC=CC=C1)=CC(=O)C(C1=CC=CC=C1)=CC1=CC=CC=C1.C(C1=CC=CC=C1)=CC(=O)C(C1=CC=CC=C1)=CC1=CC=CC=C1.C(C1=CC=CC=C1)=CC(=O)C(C1=CC=CC=C1)=CC1=CC=CC=C1 tris(dibenzylidenephenylacetone) dipalladium